2-[3-[7'-(4,6-diphenyl-1,3,5-triazin-2-yl)-9,9'-spirobi[fluoren]-2'-yl]phenyl]-1-phenyl-benzimidazol C1(=CC=CC=C1)C1=NC(=NC(=N1)C1=CC=CC=C1)C1=CC=C2C=3C=CC(=CC3C3(C4=CC=CC=C4C=4C=CC=CC34)C2=C1)C=1C=C(C=CC1)C1=NC2=C(N1C1=CC=CC=C1)C=CC=C2